(S)-tert-butyl 4-(2-(2-(2-hydroxyphenyl)-6a,7,9,10-tetrahydro-5H-pyrazino[1',2':4,5]pyrazino[2,3-c]pyridazin-8(6H)-yl)pyrimidin-4-yl)piperidine-1-carboxylate OC1=C(C=CC=C1)C=1C=C2C(=NN1)NC[C@@H]1N2CCN(C1)C1=NC=CC(=N1)C1CCN(CC1)C(=O)OC(C)(C)C